2-[[4-[(E)-3-(4-Hydroxy-3-methoxyphenyl)prop-2-enoyl]phenyl]carbamoylamino]ethyl 2,2-dimethylbutanoate CC(C(=O)OCCNC(NC1=CC=C(C=C1)C(\C=C\C1=CC(=C(C=C1)O)OC)=O)=O)(CC)C